C(#N)C1(CN(C1)C=1C=C(C=C2C(N(C(=NC12)NC[C@H](C)O)CC=1C=NN(C1)C)=O)S(=O)(=O)NC1(CC1)C)C (S)-8-(3-cyano-3-methylazetidin-1-yl)-2-((2-hydroxypropyl)amino)-3-((1-methyl-1H-pyrazol-4-yl)methyl)-N-(1-methyl-cyclopropyl)-4-oxo-3,4-dihydroquinazoline-6-sulfonamide